CCCCCCCCCCCCCCCCCC(=O)OCC(O)COC(=O)CCCCCCCCCCCCCCCCC glyceryl Distearate